6-(4-chlorophenyl)-N-(1-hydroxyprop-2-yl)-3-oxo-2-(1H-pyrazol-4-yl)-2,3-dihydropyridazine-4-carboxamide ClC1=CC=C(C=C1)C=1C=C(C(N(N1)C=1C=NNC1)=O)C(=O)NC(CO)C